N1=C(N=CC2=C1NCC2)NC(OCC2C1=CC=CC=C1C=1C=CC=CC21)=O (9H-fluoren-9-yl)methyl (6,7-dihydro-5H-pyrrolo[2,3-d]pyrimidin-2-yl)carbamate